(3S,4R)-4-azidotetrahydrofuran-3-amine hydrochloride Cl.N(=[N+]=[N-])[C@@H]1[C@@H](COC1)N